P(OCC(F)(F)F)([O-])[O-] 2,2,2-trifluoroethyl phosphite